CC=1C=CC=2NC=3C=C4C(=CC3C(C2C1)=O)NC1=CC=C(C=C1C4=O)C 2,9-dimethylquino[2,3-b]acridine-7,14(5H,12H)-dione